1-(4-((4-((2-fluoro-4-((2-(1-methyl-1H-pyrazol-5-yl)pyridin-4-yl)oxy)phenyl)amino)-7-methoxyquinazolin-6-yl)amino)piperidin-1-yl)prop-2-en-1-one FC1=C(C=CC(=C1)OC1=CC(=NC=C1)C1=CC=NN1C)NC1=NC=NC2=CC(=C(C=C12)NC1CCN(CC1)C(C=C)=O)OC